FC1=CC2=C(C(=C(O2)C)C(=O)OCC)C=C1O ethyl 6-fluoro-5-hydroxy-2-methylbenzofuran-3-carboxylate